4-(2-(Benzylmethoxy)ethoxy)-2-methoxybenzoic acid C(C1=CC=CC=C1)COCCOC1=CC(=C(C(=O)O)C=C1)OC